FC=1C(=CC=2C3=C(NC(C2C1)=O)COCC3N(C(=O)C3N(C1=CC=CC=C1C3(C)C)C(=O)OC(C)(C)C)C)F tert-butyl 2-((8,9-difluoro-6-oxo-1,4,5,6-tetrahydro-2H-pyrano[3,4-c]isoquinolin-1-yl)(methyl)carbamoyl)-3,3-dimethylindoline-1-carboxylate